C(C1=CC=CC=C1)(=O)NC(C(=O)O)(C)C 2-(benzoylamino)-2-methylpropanoic acid